P(=O)(OCC)(OCC)O/C(/C)=N/OC(C(=O)NNC(C1=CC=CC=C1)C1=CC=CC=C1)(C)C diethyl (E)-(1-(((1-(2-(benzhydryl) hydrazino)-2-methyl-1-oxopropan-2-yl) oxy) imino) ethyl) phosphate